tert-Butyl N-(4-bromo-3-fluorophenyl)carbamate BrC1=C(C=C(C=C1)NC(OC(C)(C)C)=O)F